P(=O)(OC([C@@H](N)CC(=O)O)=O)([O-])[O-] L-aspartyl phosphate